5-((3S)-3-((tetrahydro-2H-pyran-2-yl)oxy)piperidin-1-yl)pyrazolo[1,5-a]Pyrimidine-3-carboxamide O1C(CCCC1)O[C@@H]1CN(CCC1)C1=NC=2N(C=C1)N=CC2C(=O)N